CC1=NN(C=C1NC1=NC=C(C(=N1)NCCCN1C(COCC1)=O)C(F)(F)F)C1CC2CCC(C1)N2C 4-(3-((2-((3-Methyl-1-(8-methyl-8-azabicyclo[3.2.1]octan-3-yl)-1H-pyrazol-4-yl)amino)-5-(trifluoromethyl)pyrimidin-4-yl)amino)propyl)morpholin-3-on